2,5-furandiimin O1C(C=CC1=N)=N